C1N(CC12CCOCC2)C2=NC1=CC=C(C=C1C=C2)C=O 2-(7-Oxa-2-azaspiro[3.5]non-2-yl)quinoline-6-carbaldehyde